3-{6-[(E)-2-(4-methoxyphenyl)vinyl]-[1,3]oxazolo[5,4-b]pyridin-2-yl}pyridine COC1=CC=C(C=C1)/C=C/C=1C=C2C(=NC1)OC(=N2)C=2C=NC=CC2